[Zn].[P].[Bi] bismuth phosphorus zinc